C(C1=CC=CC=C1)OC(=O)N1CC=2NC=3C=CC(=CC3C2C1)OC 7-methoxy-3,4-dihydro-1H-pyrrolo[3,4-b]Indole-2-carboxylic acid benzyl ester